NCC1=C(C=CC(=C1)[N+](=O)[O-])CO (2-(aminomethyl)-4-nitrophenyl)methanol